1-ethyl-N-(5-methanesulfonyl-8-quinolinyl)imidazole-2-sulfonamide C(C)N1C(=NC=C1)S(=O)(=O)NC=1C=CC(=C2C=CC=NC12)S(=O)(=O)C